CC1(C2C3C4C=CC(C3C(C1)C2)C4)C(=O)OC 4-methyl-4-methoxycarbonyltetracyclo[6.2.1.13,6.02,7]Dodec-9-ene